ethyl 2-cyclopropyl-5-(difluoromethyl)pyrazole-3-carboxylate C1(CC1)N1N=C(C=C1C(=O)OCC)C(F)F